C1(C=2C(C(N1CCCN(CCCN1C(C=3C(C1=O)=CC=CC3)=O)CC3CC3)=O)=CC=CC2)=O N,N-bis(3-phthalimidopropyl)-cyclopropylmethylamine